CN1C=C(C2=CC=C(C=C12)OC)C1=NC(=NC=C1)Cl 1-methyl-3-(2-chloro-4-pyrimidinyl)-6-methoxyindole